1,2-divinylbenzene C(=C)C1=C(C=CC=C1)C=C